cis-1-(2-(benzyloxy)cyclobutyl)-3-isothiocyanato-5-(trifluoromethyl)pyridin-2(1H)-one C(C1=CC=CC=C1)O[C@@H]1[C@@H](CC1)N1C(C(=CC(=C1)C(F)(F)F)N=C=S)=O